Dichloro-5-n-butyl-12-methyl-1,5,8,12-tetraaza-bicyclo[6.6.2]hexadecane Manganese(II) [Mn+2].ClC1(N2CCN(CCCN(CCN(CC1)CCCC)CC2)C)Cl